2,6-dibromobenzenesulfonic acid BrC1=C(C(=CC=C1)Br)S(=O)(=O)O